NC1=CC2=C(N=C(N2)C(F)(F)F)C=C1 5-amino-2-(trifluoromethyl)benzimidazole